C(C1=CC=CC=C1)OC1=CC=C(C=N1)C1=CC(=NN1)NC1=C(C=C(C=C1)O)C 4-((5-(6-(benzyloxy)pyridin-3-yl)-1H-pyrazol-3-yl)amino)-3-methylphenol